3-[4-(4-chlorosulfonylphenyl)-5-methyl-1,2-oxazol-3-yl]benzenesulfonyl chloride ClS(=O)(=O)C1=CC=C(C=C1)C=1C(=NOC1C)C=1C=C(C=CC1)S(=O)(=O)Cl